N(C(=O)N)[SiH3] Ureidosilan